1-(4-bromophenyl)-3-keto-cyclobutanecarbonitrile BrC1=CC=C(C=C1)C1(CC(C1)=O)C#N